3-[[4-[3-(3-Hydroxyphenyl)prop-2-enoyl]phenyl]sulfonylamino]propanoic acid OC=1C=C(C=CC1)C=CC(=O)C1=CC=C(C=C1)S(=O)(=O)NCCC(=O)O